1-(2-(((1S,3S)-3-((5-ethynylpyrimidin-2-yl)amino)cyclopentyl)amino)pyrimidin-5-yl)pyridin-2(1H)one C(#C)C=1C=NC(=NC1)N[C@@H]1C[C@H](CC1)NC1=NC=C(C=N1)N1C(C=CC=C1)=O